C(C1=CC=CC=C1)OC1=C(C=CC=C1)C1(CC1)NC(C1=C(C=CC(=C1)OCCN(C)C)C)=O N-(1-(2-(Benzyloxy)phenyl)cyclopropyl)-5-(2-(dimethylamino)ethoxy)-2-methyl-benzamide